ClC1=CC=C(C=C1)C1CCN(CC1)CC=1C=C(N(CCN2CCCC2)C)C=CC1C(F)(F)F 3-((4-(4-chlorophenyl)piperidin-1-yl)methyl)-N-methyl-N-(2-pyrrolidin-1-yl)ethyl-4-(trifluoromethyl)aniline